NC1=CC=C(OC=2C(=C(C=CC2)C(C)C2=C(C(=CC=C2)OC2=CC=C(C=C2)N)OC2=CC=C(C=C2)N)OC2=CC=C(C=C2)N)C=C1 bis(bis[4-aminophenoxy]phenyl)ethane